NC=1C(=C(C=CC1)C1=C(C(=NC=C1)C1=CC(=C(CN(C(OC(C)(C)C)=O)C[C@H]2NC(CC2)=O)C(=C1)OC)F)Cl)C tert-butyl (S)-(4-(4-(3-amino-2-methylphenyl)-3-chloropyridin-2-yl)-2-fluoro-6-methoxybenzyl)((5-oxopyrrolidin-2-yl)methyl)carbamate